C(C1=CC=CC=C1)N1CC2=CC=C(C=C2CC1)C 2-benzyl-6-methyl-1,2,3,4-tetrahydroisoquinoline